N-(5-(6-(4-(tert-butyl)-2-(tetrahydro-2H-pyran-3-yl)phenyl)-1-oxo-3,4-dihydroisoquinolin-2(1H)-yl)-2-hydroxyphenyl)methanesulfonamide C(C)(C)(C)C1=CC(=C(C=C1)C=1C=C2CCN(C(C2=CC1)=O)C=1C=CC(=C(C1)NS(=O)(=O)C)O)C1COCCC1